C(C=C)(=O)N1CCC(CC1)C(=O)NCC(=O)N1CCN(CC1)C1=NC(=NC(=N1)C=1C(=NC(=NC1)N)C(F)F)N1CCOCC1 1-acryloyl-N-(2-(4-(4-(2-amino-4-(difluoromethyl)pyrimidin-5-yl)-6-morpholino-1,3,5-triazin-2-yl)piperazin-1-yl)-2-oxoethyl)piperidine-4-carboxamide